cobalt tri(ethylenediamine) chloride [Cl-].C(CN)N.C(CN)N.C(CN)N.[Co+2].[Cl-]